OC=1C(=C(C(=NC1C)N1C(=CC2=CC(=CC=C12)C)C(=O)N)C)C [hydroxy-3,4,6-trimethylpyridin-2-yl]-5-methyl-1H-indole-2-carboxamide